ClC1=C(C=CC=C1)CC(=O)NC1=CC(=C2C=CN=C(C2=C1)OC1CC1)S(N)(=O)=O 2-(2-chlorophenyl)-N-(1-cyclopropyloxy-5-sulfamoylisoquinolin-7-yl)acetamide